COCCOC=1C2=C(N=C(N1)NC1=CC=C(C=C1)CN1CCN(CC1)C)NC=C2C2=CC=C(C=C2)C(C)(C)O 2-(4-(4-(2-methoxyethoxy)-2-((4-((4-methylpiperazin-1-yl)methyl)phenyl)amino)-7H-pyrrolo[2,3-d]pyrimidin-5-yl)phenyl)propan-2-ol